C(C)N(CC=1C=NC(=CC1)C=C)CC N-ethyl-N-[(6-Vinyl-3-pyridyl)methyl]ethylamine